1-cyclopropyl-4-((4-methoxybenzyl)amino)imidazo[1,5-a]quinoxaline-8-carboxylic Acid C1(CC1)C1=NC=C2N1C1=CC(=CC=C1N=C2NCC2=CC=C(C=C2)OC)C(=O)O